1-(4-aminocyclohexyl)-1H-benzo[d]imidazol-2(3H)-one NC1CCC(CC1)N1C(NC2=C1C=CC=C2)=O